C1(=CC=CC=C1)[C@H]1CN(CC12CCCC2)C(=O)C2=CN=CC(N2)=O (R)-6-[4-Phenyl-2-azaspiro[4.4]nonane-2-carbonyl]-1H-pyrazin-2-one